CC(=O)NC(CC1=CNC2=CC=CC=C21)C(=O)[O-] The molecule is a monocarboxylic acid anion which is obtained by deprotonation of the carboxy group of N-acetyltryptophan. It has a role as a metabolite. It is a conjugate base of a N-acetyltryptophan.